ClC=1C=NN2C1N=C(C=C2N[C@@H]2C[C@H](CC2)N)C(CC)CC (1S,3S)-N3-[3-chloro-5-(1-ethylpropyl)pyrazolo[1,5-a]pyrimidin-7-yl]cyclopentane-1,3-diamine